CC(C)(C)OC(=O)N1[C@@H](C[C@H](C1)OCC1=CC=CC=C1)C(=O)O (2S,4R)-1-[(2-methylpropan-2-yl)oxycarbonyl]-4-phenylmethoxy-pyrrolidine-2-carboxylic acid